[Si]=O.[Al] aluminum-silicon oxide